ClC1=C(C(=CC=C1Cl)OC)C1=CC=2N(C=C1)C=C(N2)C2CC1(C2)CCN(CC1)C(=O)OC(C)(C)C tert-Butyl 2-(7-(2,3-dichloro-6-methoxyphenyl)imidazo[1,2-a]pyridin-2-yl)-7-azaspiro[3.5]nonane-7-carboxylate